(S)-3-(4-(4-((14-azido-3,6,9,12-tetraoxatetradecyl)oxy)naphthalen-1-yl)phenyl)-3-((S)-2-(4-((4-methylpyridin-2-yl)amino)butanamido)-3-phenylpropanamido)propanoic acid N(=[N+]=[N-])CCOCCOCCOCCOCCOC1=CC=C(C2=CC=CC=C12)C1=CC=C(C=C1)[C@H](CC(=O)O)NC([C@H](CC1=CC=CC=C1)NC(CCCNC1=NC=CC(=C1)C)=O)=O